C(C)(C)(C)OC(=O)N1CC2=CC=C(C=C2C1)N1N=CC=C1 5-(1H-pyrazol-1-yl)isoindoline-2-carboxylic acid tert-butyl ester